2-(2-((5-Bromo-2-((2-methoxy-5-methyl-4-morpholinophenyl)amino)pyrimidin-4-yl)amino)-4-fluorophenyl)propan-2-ol BrC=1C(=NC(=NC1)NC1=C(C=C(C(=C1)C)N1CCOCC1)OC)NC1=C(C=CC(=C1)F)C(C)(C)O